CC1(CCC(O1)C(C)(C)OC2[C@@H]([C@H]([C@@H]([C@H](O2)CO[C@H]3[C@@H]([C@H]([C@@H](CO3)O)O)O)O)O)O)C=C The molecule is a disaccharide derivative obtained by formal condensation of the hydroxy group of linalool 3,6-oxide with the anomeric centre of beta-D-xylosyl-(1->6)-beta-D-glucose It has a role as a Camellia sinensis metabolite. It is a disaccharide derivative, a glycoside and a member of oxolanes.